C1(CC1)CN1C2=C(C=C1C#C)C=CS2 6-(cyclopropylmethyl)-5-ethynyl-6H-thieno[2,3-b]pyrrole